1-(4-trifluoromethylbenzofur-7-yl)-3(S)-ethylpiperazine FC(C1=CC=C(C2=C1C=CO2)N2C[C@@H](NCC2)CC)(F)F